C(CCCCCCCCCCC)SC(=O)SC(C(=O)O)(C)C 2-(dodecylmercaptocarbonylthio)-2-methylpropionic acid